N-(1-aminomethyl)-3-aminopropylsilanetriol NCNCCC[Si](O)(O)O